(R)-6-chloro-3-((1-(2-(cyclopropylmethoxy)-3,6-dimethyl-4-oxo-3,4-dihydroquinazolin-8-yl)ethyl)amino)-N-(methylsulfonyl)picolinamide ClC1=CC=C(C(=N1)C(=O)NS(=O)(=O)C)N[C@H](C)C=1C=C(C=C2C(N(C(=NC12)OCC1CC1)C)=O)C